5-(5-bromo-3-ethylsulfonyl-2-pyridinyl)-1,6-dimethyl-2-(trifluoromethyl)pyrazolo[1,5-a]pyrimidin-7-one BrC=1C=C(C(=NC1)C=1N=C2N(C(C1C)=O)N(C(=C2)C(F)(F)F)C)S(=O)(=O)CC